C(C)(C)(C)C1=NC(=NO1)C(=O)NCC1=C(C=C(C=C1)C1=NC=NN2C1=CC(=C2)CC=O)C 5-tert-butyl-N-[[2-methyl-4-[6-(2-oxoethyl)pyrrolo[2,1-f][1,2,4]triazin-4-yl]phenyl]methyl]-1,2,4-oxadiazole-3-carboxamide